(R)-7,7a,8,9,10,11-Hexahydro-6H-dipyrido[2,1-d:2',3'-f][1,2,5]thiadiazepine 5,5-dioxide N1=CC=CC2=C1N1[C@@H](CNS2(=O)=O)CCCC1